hexahydro-2,5-methylenepentalene C1C2CC3=CC1CC3C2